O=C1CC=CC=C1 2-oxo-benzene